C1(=CC=CC=C1)C(CC(=NO)C=1C=C(C=CC1)C)=C 3-phenyl-1-(m-tolyl)-but-3-en-1-one oxime